BrC=C(C(=O)N[C@H](C)C1=CC=CC=C1)C1=CC=C(C=C1)C1=CC=C(C=C1)CCC (2R)-3-Bromo-N-[(1R)-1-phenylethyl]-2-{4'-propyl-[1,1'-biphenyl]-4-yl}propenamide